N1=CC=C(C2=CC=CC=C12)NC1CCN(CC1)CC(=O)N1[C@H]2C[C@H]2C[C@H]1C#N (1S,3S,5S)-2-(2-(4-(Chinolin-4-ylamino)piperidin-1-yl)acetyl)-2-azabicyclo[3.1.0]hexan-3-carbonitril